COC(CO)=O glycolyl monomethyl ether